NCCCCCC(=O)O L-ε-aminocaproic acid